2-[(2S)-1,4-Dioxan-2-ylmethyl]-N-(1,3-oxazol-4-ylmethyl)-8-(trifluoromethyl)-4,5-dihydro-2H-furo[2,3-g]indazol-7-carboxamid O1[C@H](COCC1)CN1N=C2C3=C(CCC2=C1)OC(=C3C(F)(F)F)C(=O)NCC=3N=COC3